chloro-3-(methylamino)-2-((2-(trimethylsilyl)ethoxy)methyl)-2H-pyrazolo[4,3-b]pyridine-7-carboxylic acid methyl ester COC(=O)C=1C=2C(N=C(C1)Cl)=C(N(N2)COCC[Si](C)(C)C)NC